NC1=NC2=C(C(=CC=C2C=C1Cl)CC[C@@]12[C@H]([C@H]([C@@H]([C@H]2C1)N1C=CC2=C1N=CN=C2N)O)O)F (1R,2R,3S,4R,5S)-1-(2-(2-Amino-3-chloro-8-fluoroquinolin-7-yl)ethyl)-4-(4-amino-7H-pyrrolo[2,3-d]pyrimidin-7-yl)bicyclo[3.1.0]hexane-2,3-diol